N12C(=CCC2CC1)C(=O)[O-] 1-azabicyclo[3.2.0]hept-2-ene-2-carboxylate